C1(CC1)COC=1C=C2CCNC(C2=CC1OC)\C=C\C1=CN(C2=NC=C(C=C21)OC)C 6-(cyclopropylmethoxy)-7-methoxy-1-[(E)-2-(5-methoxy-1-methyl-1H-pyrrolo[2,3-b]pyridin-3-yl)ethenyl]-1,2,3,4-tetrahydroisoquinoline